4-amino-2-fluoro-3,5-dimethylbenzonitrile NC1=C(C(=C(C#N)C=C1C)F)C